1-(7-(5-(7-ethyl-7H-imidazo[4,5-c]pyridazin-4-yl)-2-fluorophenyl)-6-methoxy-2,3-Dihydro-4H-benzo[b][1,4]Oxazin-4-yl)ethan-1-one C(C)N1C=NC2=C1N=NC=C2C=2C=CC(=C(C2)C=2C(=CC1=C(OCCN1C(C)=O)C2)OC)F